CC(=O)N[C@@H](CCCC[NH3+])C(=O)[O-] The molecule is an amino acid zwitterion obtained by transfer of a proton from the carboxy to the amino group of N(2)-acetyl-L-lysine; major species at pH 7.3. It has a role as a human metabolite. It is a tautomer of a N(2)-acetyl-L-lysine.